N-hydroxy-2-(1-methyl-2-(naphthalen-2-yl)-1H-indol-3-yl)-2-phenylacetamide ONC(C(C1=CC=CC=C1)C1=C(N(C2=CC=CC=C12)C)C1=CC2=CC=CC=C2C=C1)=O